1-methyl-2-oxo-1,2-dihydropyridine-3-carbaldehyde CN1C(C(=CC=C1)C=O)=O